CON(C(=O)C1=CC=CC2=CC(=CC=C12)OCCOCCOCCOCCOCCOCCO[Si](C(C)(C)C)(C)C)C N-methoxy-N-methyl-6-((2,2,3,3-tetramethyl-4,7,10,13,16,19-hexaoxa-3-silahenicosan-21-yl)oxy)-1-naphthamide